OC1=C2C(C=C(OC2=CC(=C1O)O)C1=CC=CC=C1)=O 5,6,7-trihydroxy-flavone